C(#N)/C(/C(=O)N1CCN(CC1)C1=NC=NC2=CC=C(C=C12)C=1C=C(C(=NC1)OC)NS(=O)(=O)C1=C(C=C(C=C1)F)F)=C\C(C)(C)C (E)-N-(5-(4-(4-(2-cyano-4,4-dimethyl-pent-2-enoyl)piperazin-1-yl)quinazolin-6-yl)-2-methoxy-pyridin-3-yl)-2,4-difluoro-benzene-sulfonamide